C(C=C)(=O)NC(CS(=O)(=O)O)(C)C.C(C=C)#N acrylonitrile 2-acrylamido-2-methylpropanesulfonic acid salt